C(C)(=O)OC1=C(C=C(C=C1)C(CN1C(=NC(C(=C1)COCC)=N)C)=O)OC(C)=O [2-acetyloxy-4-[2-[5-(ethoxymethyl)-4-imino-2-methylpyrimidin-1-yl]acetyl]phenyl] acetate